C(C)(C)(C)C1=CC=C(CSC=2C=NC(=CC2)CCl)C=C1 3-((4-(tert-butyl)benzyl)thio)-6-chloromethyl-pyridine